tert-butyl 2-(morpholine-4-carbonyl)-4,6,7,8-tetrahydropyrazolo[1,5-a][1,4]diazepine-5-carboxylate N1(CCOCC1)C(=O)C1=NN2C(CN(CCC2)C(=O)OC(C)(C)C)=C1